FC1=C(C=CC2=C(C=CC=C12)N1N=CC=C1)C(=O)OC methyl 1-fluoro-5-(1H-pyrazol-1-yl)-2-naphthoate